Tert-butyl (R)-(6-(benzyloxy)-2-methyl-7-oxo-7,8-dihydropyrido[2,3-d]pyrimidin-4-yl)(1-(3-(difluoromethyl)-2-fluorophenyl)ethyl)carbamate C(C1=CC=CC=C1)OC1=CC2=C(N=C(N=C2N(C(OC(C)(C)C)=O)[C@H](C)C2=C(C(=CC=C2)C(F)F)F)C)NC1=O